2-METHYLBENZALDEHYDE CC1=C(C=O)C=CC=C1